6-{2-[(8-anti)-3-Azabicyclo[3.2.1]oct-8-yl(methyl)amino][1,3]thiazolo[5,4-d]pyrimidin-5-yl}-2-methylimidazo[1,2-a]pyridin-8-carbonitril C12CNCC(CC1)C2N(C=2SC=1N=C(N=CC1N2)C=2C=C(C=1N(C2)C=C(N1)C)C#N)C